C(#N)C=1C=CC(=C(C1)C1=CC(=NC=C1C(=O)NC=1SC(=NN1)CCC1=CC=C(C=C1)C#N)C)OC 4-(5-cyano-2-methoxyphenyl)-N-(5-(4-cyanophenethyl)-1,3,4-thiadiazol-2-yl)-6-methylnicotinamide